(S)-1-[2-(6-Bromobenzo[d]isoxazol-3-yl)phenyl]-2-(5-cyanopyridine-2-yl)ethan-1-amine BrC1=CC2=C(C(=NO2)C2=C(C=CC=C2)[C@H](CC2=NC=C(C=C2)C#N)N)C=C1